1-[2-(2-fluoro-5-methyl-4-pyridyl)-6-[5-[(6-methylpyridazin-3-yl)amino]benzimidazol-1-yl]-3-pyridyl]ethanone FC1=NC=C(C(=C1)C1=NC(=CC=C1C(C)=O)N1C=NC2=C1C=CC(=C2)NC=2N=NC(=CC2)C)C